tert-butyl (R)-2-bromo-6-(5-hydroxypentyl)-6,7-dihydropyrazolo[1,5-a]pyrazine-5(4H)-carboxylate BrC1=NN2C(CN([C@@H](C2)CCCCCO)C(=O)OC(C)(C)C)=C1